5-[(1E)-[(2-methoxypyrimidin-5-yl)imino]methyl]-2,2-dimethyl-1,3-dioxane-4,6-dione COC1=NC=C(C=N1)\N=C\C1C(OC(OC1=O)(C)C)=O